[Br-].C(#N)CCCCC[P+](C1=CC=CC=C1)(C1=CC=CC=C1)C1=CC=CC=C1 (5-Cyanopentyl)triphenylphosphonium Bromide